BrC1=CC(=CC(=C1)SC(F)(F)F)Cl 1-bromo-3-chloro-5-(trifluoromethylsulfanyl)benzene